(3aR,5r,6aS)-5-[6-(2-chloro-5-fluoro-phenyl)pyridazin-3-yl]oxy-2-(tetrahydropyran-3-ylmethyl)-3,3a,4,5,6,6a-hexahydro-1H-cyclopenta[c]pyrrole ClC1=C(C=C(C=C1)F)C1=CC=C(N=N1)OC1C[C@@H]2[C@@H](CN(C2)CC2COCCC2)C1